CN(C(C(=O)N1CCNCC1)C)C 2-(dimethylamino)-1-(piperazin-1-yl)propan-1-one